ClC=1C=CC2=C(CCN(S2(=O)=O)[C@@H]([C@H](C)C2=C(C(=CC=C2F)C)C)C2=NNC(O2)=O)N1 5-((1S,2R)-1-(6-chloro-1,1-dioxo-3,4-dihydro-2H-pyrido[2,3-e][1,2]thiazin-2-yl)-2-(6-fluoro-2,3-dimethylphenyl)propyl)-1,3,4-oxadiazol-2(3H)-one